Br.BrC1=CC2=C(N=N1)C1=C(S2)C(=CC=C1)Cl 3-bromo-6-chlorobenzo[4,5]thieno[3,2-c]pyridazine hydrobromide